(S)-N-hydroxy-3-(quinolin-6-yl)-4-(tetrahydro-2H-pyran-4-carbonyl)-2,3,4,5-tetrahydrobenzo[f][1,4]oxazepine-8-carboxamide ONC(=O)C1=CC2=C(CN([C@H](CO2)C=2C=C3C=CC=NC3=CC2)C(=O)C2CCOCC2)C=C1